2-[(2,4-dichlorophenyl)methylamino]-5-(4,4-difluorobutyl)-4H-[1,2,4]triazolo[1,5-a]pyrimidin-7-one ClC1=C(C=CC(=C1)Cl)CNC1=NN2C(NC(=CC2=O)CCCC(F)F)=N1